(5-(ethoxycarbonyl)-2-methoxyphenyl)-2,5-dihydro-1H-pyrrole-1-carboxylic acid tert-butyl ester C(C)(C)(C)OC(=O)N1C(C=CC1)C1=C(C=CC(=C1)C(=O)OCC)OC